(2-ethoxy-3-pyridyl)-3-isopropyl-N-[(5-methoxy-3-pyridyl)methyl]-1-methyl-pyrazolo[3,4-b]pyridin-4-amine C(C)OC1=NC=CC=C1C1=C(C2=C(N=C1)N(N=C2C(C)C)C)NCC=2C=NC=C(C2)OC